CC(C)(C1=NC=CC=C1)N1SC2=C(C1=O)C=C(C=C2)[N+](=O)[O-] 2-[1-methyl-1-(2-pyridyl)ethyl]-5-nitro-1,2-benzothiazole-3(2H)-one